C(CCCCCCCCCCCC=CCCCCCCCC)(=O)OCCCCCCCCCCCCCCCCCCCCCCCCCCCCCCCO 31-hydroxyhentriacontyl docos-13-enoate